1,2,3,5-O-tetranonoyl-sorbitol C(CCCCCCCC)(=O)C(O)[C@](O)([C@@](O)([C@H](O)[C@H](OC(CCCCCCCC)=O)CO)C(CCCCCCCC)=O)C(CCCCCCCC)=O